(2S,4R)-1-[(2S)-2-(4-cyclopropyltriazol-1-yl)-3,3-dimethyl-butanoyl]-4-hydroxy-N-[2-hydroxy-1-(3-methyl-1,2,4-oxadiazol-5-yl)ethyl]pyrrolidine-2-carboxamide C1(CC1)C=1N=NN(C1)[C@H](C(=O)N1[C@@H](C[C@H](C1)O)C(=O)NC(CO)C1=NC(=NO1)C)C(C)(C)C